ClC[C@@H](COC1=NN(C=C1)C(C)=O)O (R)-1-(3-(3-chloro-2-hydroxypropoxy)-1H-pyrazol-1-yl)ethan-1-one